6-[4-(fluoromethyl)phenyl]-2-(1-methyl-1H-pyrazol-4-yl)-3-oxo-2,3-dihydropyridazine-4-carboxylic acid methyl ester COC(=O)C=1C(N(N=C(C1)C1=CC=C(C=C1)CF)C=1C=NN(C1)C)=O